N-{4-[2-(2-aminopyrimidin-5-yl)ethynyl]-3-fluoropyridin-2-yl}-2,5-dichlorobenzene-1-sulfonamide NC1=NC=C(C=N1)C#CC1=C(C(=NC=C1)NS(=O)(=O)C1=C(C=CC(=C1)Cl)Cl)F